BrC1=CC(=C(C=2CCC(C12)=O)C(=O)NC=1N=C(N(C(C1)=O)C)N1CC(C(CC1)(F)F)C=C)F 7-bromo-N-(2-(4,4-difluoro-3-vinylpiperidin-1-yl)-1-methyl-6-oxo-1,6-dihydropyrimidin-4-yl)-5-fluoro-1-oxo-2,3-dihydro-1H-indene-4-carboxamide